3-(2-Chloro-4-dimethylphosphoryl-phenyl)-1,4-oxazepan-4-carboxylic acid tert-butyl ester C(C)(C)(C)OC(=O)N1C(COCCC1)C1=C(C=C(C=C1)P(=O)(C)C)Cl